C(C1=CC=CC=C1)OCCNS(=O)(=O)C1=C(C(=O)O)C=CC=C1 2-(2-benzyloxyethylsulfamoyl)benzoic acid